N-(5-(5-chloro-4-(4-(((3S,4R)-3-hydroxy-4-methoxypyrrolidin-1-yl)methyl)-3-methyl-1H-pyrazol-1-yl)pyrimidin-2-ylamino)-4-methoxy-2-morpholinophenyl)acrylamide ClC=1C(=NC(=NC1)NC=1C(=CC(=C(C1)NC(C=C)=O)N1CCOCC1)OC)N1N=C(C(=C1)CN1C[C@@H]([C@@H](C1)OC)O)C